Dibutyl-tin Dilaurate C(CCCCCCCCCCC)(=O)[O-].C(CCCCCCCCCCC)(=O)[O-].C(CCC)[Sn+2]CCCC